ClC1=C2C=NN(C2=CC=C1NC(=O)NNC(C1=CC(=CC=C1)[N+](=O)[O-])=O)C1OCCCC1 N-(4-chloro-1-(tetrahydro-2H-pyran-2-yl)-1H-indazol-5-yl)-2-(3-nitrobenzoyl)hydrazinecarboxamide